2-(4-{[(3R)-1-methylpiperidin-3-yl]amino}furo[2,3-d]pyridazin-7-yl)-5-(trifluoromethyl)phenol CN1C[C@@H](CCC1)NC1=C2C(=C(N=N1)C1=C(C=C(C=C1)C(F)(F)F)O)OC=C2